3-(N-((1,2,3,5,6,7-hexahydro-s-indacen-4-yl)carbamoyl)sulfamoyl)benzoic acid C1CCC2=C(C=3CCCC3C=C12)NC(=O)NS(=O)(=O)C=1C=C(C(=O)O)C=CC1